N1=C(C=CC=C1)C1C(=NOC1)C1=CC=CC=C1 PYRIDYLPHENYL-ISOXAZOLINE